1-(2-(5-(chloromethyl)pyrrolyloxy)ethyl)piperidine Heptadecan-9-yl-8-((2-hydroxyethyl)(8-(nonyl-oxy)-8-oxooctyl)amino)-octanoate CCCCCCCCC(CCCCCCCC)OC(CCCCCCCN(CCCCCCCC(=O)OCCCCCCCCC)CCO)=O.ClCC1=CC=C(N1)OCCN1CCCCC1